4-chloro-2-(1-((1-methylcyclobutyl)amino)ethyl)-1-((2-(trimethylsilyl)ethoxy)methyl)-1,6-dihydro-7H-pyrrolo[2,3-c]pyridin-7-one ClC=1C2=C(C(NC1)=O)N(C(=C2)C(C)NC2(CCC2)C)COCC[Si](C)(C)C